(R)-(1-(4-fluorophenyl)-6-(m-tolylsulfonyl)-4,4a,5,6,7,8-hexahydro-1H-pyrazolo[3,4-g]isoquinolin-4a-yl)(oxazol-2-yl)-(R/S)-methanol FC1=CC=C(C=C1)N1N=CC2=C1C=C1CCN(C[C@]1(C2)[C@@H](O)C=2OC=CN2)S(=O)(=O)C=2C=C(C=CC2)C |&1:20|